COC1=CC=C(CN(S(=O)(=O)C2=C(C=CC(=C2C2=NN=NN2CC2=CC=C(C=C2)OC)I)S(=O)(=O)[C@@H](CNC(OC(C)(C)C)=O)C)CC2=CC=C(C=C2)OC)C=C1 tert-butyl ((2R)-2-((2-(N,N-bis(4-methoxybenzyl)sulfamoyl)-4-iodo-3-(1-(4-methoxybenzyl)-1H-tetrazol-5-yl)phenyl)sulfonyl)propyl)carbamate